Cl[Rh-3](Cl)(Cl)(Cl)(Cl)Cl.[K+].[K+].[K+] potassium hexachlororhodium (III) salt